N-[3-{1-[(4-chloropyridin-3-yl)sulfonyl]piperidin-4-yl}-(4-methylphenyl)-1H-pyrazol-5-yl]pyrazolo[1,5-a]pyrimidine-3-carboxamide ClC1=C(C=NC=C1)S(=O)(=O)N1CCC(CC1)C1=NN(C(=C1)NC(=O)C=1C=NN2C1N=CC=C2)C2=CC=C(C=C2)C